di-tert-butyl-(2',4',6'-triisopropyl-3-methoxy-6-methylbiphenyl-2-yl)phosphine C(C)(C)(C)P(C1=C(C(=CC=C1OC)C)C1=C(C=C(C=C1C(C)C)C(C)C)C(C)C)C(C)(C)C